3-[1-[1-[[2-(4-chloro-3-fluoro-phenoxy)acetyl]amino]-3-bicyclo[1.1.1]pentanyl]imidazol-4-yl]azetidine-1-carboxylic acid benzyl ester C(C1=CC=CC=C1)OC(=O)N1CC(C1)C=1N=CN(C1)C12CC(C1)(C2)NC(COC2=CC(=C(C=C2)Cl)F)=O